ClC1=NC=C(C(=N1)NCC1=CC=C(C=C1)C=1N(C=C(N1)Cl)C)NC 2-chloro-N4-(4-(4-chloro-1-methyl-1H-imidazol-2-yl)benzyl)-N5-methylpyrimidine-4,5-diamine